tert-butyl-(2S,4S)-4-amino-2-(2-((tert-butyldimethylsilyl)oxy)ethyl)piperidine C(C)(C)(C)N1[C@@H](C[C@H](CC1)N)CCO[Si](C)(C)C(C)(C)C